FC1=CC=C(OCC(=O)N2CC3=C(CC2)N=C(S3)N3CCNCC3)C=C1 2-(4-fluorophenoxy)-1-(2-(piperazin-1-yl)-6,7-dihydrothiazolo[5,4-c]pyridin-5(4H)-yl)ethan-1-one